C1(CC1)C=1OC(=NN1)N1[C@H](C2=C(CC1)NC=N2)C2=NN1C(C(=CC=C1)OC(F)(F)F)=C2 (R)-2-cyclopropyl-5-(4-(4-(trifluoromethoxy)pyrazolo[1,5-a]pyridin-2-yl)-1,4,6,7-tetrahydro-5H-imidazo[4,5-c]pyridin-5-yl)-1,3,4-oxadiazole